C(CC)(=O)OC=1C(=NC=CC1OC)C(N[C@H](C(=O)NC(=C(C1=CC(=C(C=C1)OC)OC)C1=CC(=C(C=C1)OC)OC)C)C)=O (S)-2-((1-((1,1-bis(3,4-dimethoxyphenyl)prop-1-en-2-yl)amino)-1-oxopropan-2-yl)carbamoyl)-4-methoxypyridin-3-yl propionate